C1(CCCCC1)(C1=CC=C(C=C1)O)C1=CC=C(C=C1)O 4,4'-(Cyclohexylidene)bisphenol